CC1=C(C=CC=C1C)N1CCN(CC1)C(CN1N=C(C2=C1C[C@@H]1[C@H]2C1)C(=O)N1CCC(CC1)NC(=O)NN)=O N-{1-[(3bR,4aR)-1-{2-[4-(2,3-dimethylphenyl)piperazin-1-yl]-2-oxoethyl}-3b,4,4a,5-tetrahydro-1H-cyclopropa[3,4]cyclopenta[1,2-c]pyrazole-3-carbonyl]piperidin-4-yl}hydrazinecarboxamide